COC(C1=C(C=CC=C1)SC1=C(C=C(C=C1C(F)(F)F)Br)C=O)=O 2-{[4-bromo-2-formyl-6-(trifluoromethyl)phenyl]Sulfanyl}benzoic acid methyl ester